C(C1=CC=CC=C1)OC1=C(C=O)C=CC(=C1F)F 2-(Benzyloxy)-3,4-difluorobenzaldehyde